1-(((S)-oxetan-2-yl)methyl)-1H-benzo[d]imidazole-carboxylic acid methyl ester COC(=O)C1=NC2=C(N1C[C@H]1OCC1)C=CC=C2